C1(=CC(=CC=C1)CCC(=O)O)CCC(=O)O m-benzenedipropionic acid